COC1=C(C(=CC(=C1)OC)OC)NC(=O)C(=O)NC1=C(C=C(C=C1OC)OC)OC N,N'-bis(2,4,6-trimethoxyphenyl)oxamide